ClC=1C=C2C=C(NC2=CC1OCC1=NOC(=C1)C)CNC(=O)NC 1-((5-chloro-6-((5-methylisoxazol-3-yl)methoxy)-1H-indol-2-yl)methyl)-3-methylurea